N(=C=O)CC1(CCCCC1)CN=C=O di(isocyanatomethyl)cyclohexane